NC1=C(C(=O)O)C=C(C=N1)Br 2-amino-5-bromonicotinic acid